CC(C)(C)N 1,1-di-methylethylamine